ClC1=C(C(=O)C2=NN(C(=C2)C#N)COCC[Si](C)(C)C)C=CC=N1 3-(2-chloronicotinoyl)-1-((2-(trimethylsilyl)ethoxy)methyl)-1H-pyrazole-5-carbonitrile